C(C)(C)(C)OC(=O)N1CC([C@H](CC1)C(=O)O)(F)F (4R)-1-tert-butoxycarbonyl-3,3-difluoro-piperidine-4-carboxylic acid